COC(CNC(=O)[C@@H]1C[C@@H](C[C@@H](C1)NC=1C2=C(N=CN1)SC(=C2)CC(F)(F)F)NC(OCC2=CC=CC=C2)=O)OC Benzyl [(1S,3S,5R)-3-[(2,2-dimethoxyethyl)carbamoyl]-5-{[6-(2,2,2-trifluoroethyl)thieno[2,3-d]pyrimidin-4-yl]amino}cyclohexyl]carbamate